C(=O)=[Fe] carbonyl-(iron)